8-((4-(1-isopropyl-4-(trifluoromethyl)-1H-imidazol-2-yl)bicyclo[2.2.2]oct-1-yl)methyl)-2-(methylsulfanyl)pyrido[2,3-d]pyrimidin-7(8H)-one C(C)(C)N1C(=NC(=C1)C(F)(F)F)C12CCC(CC1)(CC2)CN2C(C=CC1=C2N=C(N=C1)SC)=O